CC=1N(C(=NN1)[C@@H]1CC[C@H](CC1)OC1=NC=CC=C1)C1=C(C=C(C=C1C)C)C Trans-2-[4-[5-methyl-4-(2,4,6-trimethylphenyl)-1,2,4-triazol-3-yl]cyclohexyl]oxy-pyridine